IC(CC)C 3-iodo-3-methylpropane